CC=1N=C(SC1C1=CC(=NC=C1)C(C(F)(F)F)(C)C)NC(=O)N1C=NC=C1 N-{4-methyl-5-[2-(1,1,1-trifluoro-2-methylpropan-2-yl)pyridine-4-yl]-1,3-thiazol-2-yl}-1H-imidazole-1-carboxamide